8-(((2-Methoxy-2-oxoethyl)amino)methyl)-3,4-dihydroisoquinoline-2(1H)-carboxylic acid tert-butyl ester C(C)(C)(C)OC(=O)N1CC2=C(C=CC=C2CC1)CNCC(=O)OC